BrC1=C(C=CC(=C1)C)S(=O)(=O)C=1N=NN2C1NC(C1=CC=CC=C21)=O 3-(2-bromo-4-methyl-phenyl)sulfonyl-4H-triazolo[1,5-a]quinazolin-5-one